N1CCC(CC1)NC1=NC=C(C(=N1)C=1SC=C(N1)C(=O)N)C(F)(F)F 2-(2-(piperidin-4-ylamino)-5-(trifluoromethyl)pyrimidin-4-yl)thiazole-4-carboxamide